FC(C1=C(OC=2C(=CC(N(C2)C)=O)C=2C3=C(C(N(C2)C)=O)NC=C3)C(=CC=C1)C(F)(F)F)(F)F 4-(5-(2,6-bis(trifluoromethyl)phenoxy)-1-methyl-2-oxo-1,2-dihydropyridin-4-yl)-6-methyl-1,6-dihydro-7H-pyrrolo[2,3-c]pyridin-7-one